COC1=CC2=C(N=C(N2)SCC2=NC=C(C(=C2C)OC)C)C=C1 5-methoxy-2-[[(4-methoxy-3,5-dimethyl-2-pyridinyl)methyl]thio]benzimidazole